(R)-N-((S)-1-cyano-2-((R)-2-oxopiperidin-3-yl)ethyl)-2-(4-methoxy-1H-indole-2-carbonyl)-2-azabicyclo[2.2.2]octane-3-carboxamide C(#N)[C@H](C[C@@H]1C(NCCC1)=O)NC(=O)[C@@H]1N(C2CCC1CC2)C(=O)C=2NC1=CC=CC(=C1C2)OC